(3-(2H-1,2,3-triazol-4-yl)bicyclo[1.1.1]pent-1-yl)carbamic acid tert-butyl ester C(C)(C)(C)OC(NC12CC(C1)(C2)C2=NNN=C2)=O